OC[C@H]1OC[C@H]([C@H]([C@H]1O)O)CN1N=CC(=C1)C(F)(F)F (2R,3R,4R,5R)-2-(hydroxymethyl)-5-((4-(trifluoromethyl)-1H-pyrazol-1-yl)methyl)tetrahydro-2H-pyran-3,4-diol